dichloro-2,5'-diaminobiphenyl ClC1=C(C(=C(C=C1)C1=CC=CC(=C1)N)N)Cl